C1(C(C2C(CC1)C(=O)OC2=O)C(=O)O)C(=O)O cyclohexane-1,2,3,4-tetracarboxylic acid 3,4-anhydride